C(C)(=O)OCC(=O)O ACETOXYACETIC ACID